C12COCC(N1CCN1C(C(=C(C3=CC=CN=C13)O)C(=O)NC1CCC(CC1)C)=O)C2 1-(2-(3-oxa-6-azabicyclo[3.1.1]heptan-6-yl)ethyl)-4-hydroxy-N-((1s,4s)-4-methylcyclohexyl)-2-oxo-1,2-dihydro-1,8-naphthyridine-3-carboxamide